Cl.Cl.C(C1=CC=CC=C1)(=N)N.C(C1=CC=CC=C1)(=N)N dibenzamidine dihydrochloride